O=C1NC(CCC1N(C=1C=C(C=CC1)N1CCC(CC1)N(C(=O)Cl)C1COC1)C)=O N-[1-[3-[(2,6-dioxo-3-piperidyl)-methyl-amino]phenyl]-4-piperidyl]-N-(oxetan-3-yl)carbamoyl chloride